FC(OCCCNC=1C=NN(C1)C12CC(C1)(C2)NC(OC(C)(C)C)=O)(F)F tert-butyl [3-(4-{[3-(trifluoromethoxy)propyl]amino}-1H-pyrazol-1-yl)bicyclo[1.1.1]pentan-1-yl]carbamate